COC1=C(C=C2C(=NC(=NC2=C1)C)N[C@H](C)C=1C=C(C=C(C1)C(F)(F)F)NC([O-])=O)N[C@@H]1CN(CC1)C (3-((R)-1-((7-methoxy-2-methyl-6-(((S)-1-methylpyrrolidin-3-yl)amino)quinazoline-4-yl)amino)ethyl)-5-(trifluoromethyl)phenyl)carbamate